4-methylphenyl-acetaldehyde CC1=CC=C(C=C1)CC=O